2-phenylethyl 3-phenylprop-2-enoate (Phenyl Ethyl Cinnamate) C1(=CC=CC=C1)CCC(C(=O)O)=CC1=CC=CC=C1.C1(=CC=CC=C1)C=CC(=O)OCCC1=CC=CC=C1